(1S,2S)-2-[[(2S)-2-[(4,4-difluorocyclohexyl)methoxycarbonylamino]-4-methylpentanoyl]amino]-1-hydroxy-3-[(3S)-2-oxopyrrolidin-3-yl]propane-1-sulfonic acid FC1(CCC(CC1)COC(=O)N[C@H](C(=O)N[C@H]([C@H](S(=O)(=O)O)O)C[C@H]1C(NCC1)=O)CC(C)C)F